(R)-5-(5-ethyl-1,3,4-thiadiazol-2-yl)-N-(6-fluoro-8-methylisoquinolin-1-yl)-N-(piperidin-3-yl)picolinamide C(C)C1=NN=C(S1)C=1C=CC(=NC1)C(=O)N([C@H]1CNCCC1)C1=NC=CC2=CC(=CC(=C12)C)F